C(C)(C)(C)OC(=O)N1C=NC2=C1C(=CC=C2)C(=O)O 1-(tert-butoxycarbonyl)-1H-benzo[d]imidazole-7-carboxylic acid